para-Tolylisobutyrat C1(=CC=C(C=C1)OC(C(C)C)=O)C